(2R,4R)-N2-(5-((+)-1-amino-1-(3-cyanophenyl)-3-cyclopropyl)-2-fluorophenyl)-N1-(4-aminophenyl)-4-hydroxypyrrolidine-1,2-dicarboxamide NC1(CC1C=1C=CC(=C(C1)NC(=O)[C@@H]1N(C[C@@H](C1)O)C(=O)NC1=CC=C(C=C1)N)F)C1=CC(=CC=C1)C#N